[Cl-].C(CCCCCCCCC)[N+]1(CCCC1)CC 1-Decyl-1-ethylpyrrolidinium chlorid